BrC1=CC=C(C=C1)Br para-dibromobenzene